NC1=CC(=C(C=C1)C=1CCN(CC1)C(=O)OC(C)(C)C)C(F)(F)F tert-butyl 4-(4-amino-2-(trifluoromethyl) phenyl)-3,6-dihydropyridine-1(2H)-carboxylate